7-((cyclopropylmethyl)amino)-2-(3-(2-((1,5-dimethyl-1H-pyrazol-3-yl)amino)-5-methylpyrimidin-4-yl)-1H-indol-7-yl)isoindolin-1-one C1(CC1)CNC=1C=CC=C2CN(C(C12)=O)C=1C=CC=C2C(=CNC12)C1=NC(=NC=C1C)NC1=NN(C(=C1)C)C